N[C@H](C(=O)[O-])CCCCN1C(C2C3(C(=C(C(C2(C1=O)Br)(C3=O)C)C3=CC=CC=C3)C3=CC=CC=C3)C)=O (2S)-2-amino-6-(3a-bromo-4,7-dimethyl-1,3,8-trioxo-5,6-diphenyl-1,3,3a,4,7,7a-hexahydro-2H-4,7-methanoisoindol-2-yl)hexanoat